Cl.Cl.N1N=CC(=C1)C1=CC=C(C=C1)C(C(=O)N)(CN)C1=CC=C(C=C1)F (4-(1H-pyrazol-4-yl)phenyl)-3-amino-2-(4-fluorophenyl)propanamide dihydrochloride